2-{methyl[2-(4-methylpyridin-2-yl)-5H,6H,7H-cyclopenta[d]pyrimidin-4-yl]amino}-N-(1-methylcyclopentyl)acetamide CN(CC(=O)NC1(CCCC1)C)C=1C2=C(N=C(N1)C1=NC=CC(=C1)C)CCC2